BrC1=C(C=C(C=C1)CC(=O)O)Cl 2-(4-Bromo-3-chlorophenyl)acetic acid